8-(azetidin-3-yloxy)-6-(4-fluorophenyl)-N-[(6-methylpyridazin-3-yl)methyl]quinazolin-4-amine N1CC(C1)OC=1C=C(C=C2C(=NC=NC12)NCC=1N=NC(=CC1)C)C1=CC=C(C=C1)F